C(C1=CC=CC=C1)OC(=O)N1CCOCC1 Morpholine-4-carboxylic acid benzyl ester